C(CCCCCCCCCCCCCCC)(=O)NCCCC(=O)O 4-palmitamidobutyric acid